FC(C(=O)O)(F)F.C(CCCCC)(=O)N hexanamide trifluoroacetate salt